monoacetaldehyde acetate C(C)(=O)O.C(C)=O